(4-Methoxy-3-propylpyrazolo[1,5-a]pyridin-5-yl)carbamic acid tert-butyl ester C(C)(C)(C)OC(NC1=C(C=2N(C=C1)N=CC2CCC)OC)=O